(n-butyl)ammonium C(CCC)[NH3+]